C(#N)C1=CC(=C(COC2=CC=CC(=N2)N2C[C@@H](N(CC2)[C@@H](C)C2=NC3=C(N2C[C@H]2OCC2)C=C(C=C3)C(=O)OC)COC)C=C1)F methyl 2-((S)-1-((R)-4-(6-((4-cyano-2-fluorobenzyl) oxy) pyridin-2-yl)-2-(methoxymethyl) piperazin-1-yl) ethyl)-1-(((S)-oxetan-2-yl) methyl)-1H-benzo[d]imidazole-6-carboxylate